NCCN(CCN)CN bis(aminoethyl)aminomethylamine